COC=1C=C(C(=O)N(CC(=O)OC(C)(C)C)C)C=CC1\N=N\C1=CC=C(C=C1)COC(=O)OC1=CC=C(C=C1)[N+](=O)[O-] tert-butyl (E)-N-(3-methoxy-4-((4-((((4-nitrophenoxy)carbonyl)oxy)methyl)phenyl)diazenyl)benzoyl)-N-methylglycinate